N-((5-(pyridin-4-yl)isochroman-1-yl)methyl)ethanamine HCl salt Cl.N1=CC=C(C=C1)C1=C2CCOC(C2=CC=C1)CNCC